tert-butyl (5R)-8-bromo-5-[(3-tert-butyl-1,2,4-oxadiazole-5-carbonyl)amino]-1,3,4,5-tetrahydro-2-benzazepine-2-carboxylate BrC1=CC2=C([C@@H](CCN(C2)C(=O)OC(C)(C)C)NC(=O)C2=NC(=NO2)C(C)(C)C)C=C1